chromium-palladium-gold [Au].[Pd].[Cr]